BrC1=C2C[C@@H](N(CC2=CC=C1)C(=O)OC(C)(C)C)C=O tert-butyl (3R)-5-bromo-3-formyl-3,4-dihydro-1H-isoquinoline-2-carboxylate